((1r,3r)-3-(4-(2-(4-hydroxyphenyl)propane-2-yl)phenoxy)cyclobutyl)tert-butyl carbamate C(N)(OC(CC1CC(C1)OC1=CC=C(C=C1)C(C)(C)C1=CC=C(C=C1)O)(C)C)=O